(S)-2-(2,6-dichlorobenzoylamino)-3-(5-((S)-4-fluoro-2-methoxy-6-(trifluoromethyl)phenyl)quinolin-8-yl)propionic acid ClC1=C(C(=O)N[C@H](C(=O)O)CC=2C=CC(=C3C=CC=NC23)C2=C(C=C(C=C2C(F)(F)F)F)OC)C(=CC=C1)Cl